2,5-difluorohydroquinone FC1=C(O)C=C(C(=C1)O)F